Cl.ClCC1N(CCCC1)C chloromethyl-1-methylpiperidine hydrochloride